C(CCCCCCCCCCCCCCC)C(C(=O)OC1=CC=C(C=C1)CC(=O)O)CCCCCCCCCCCCCCCC 4-(2-hexadecyl-octadecanoyloxy)phenylacetic acid